BrC=1C=C2C=C(C(=NC2=CC1)OC)C([C@@](O)(C1=CC=CC2=CC=CC=C12)CCN(C)C)C1=CC=CC=C1 (R)-6-bromo-alpha-[2-(dimethylamino)ethyl]-2-methoxy-alpha-1-naphthalenyl-beta-phenyl-3-quinolineethanol